L-homotyrosine N[C@@H](CCC1=CC=C(C=C1)O)C(=O)O